2-(4-(2-oxo-2-(4-(benzenesulfonyl)piperazin-1-yl)ethoxy)phenyl)-1,4-pentadien-3-one O=C(COC1=CC=C(C=C1)C(=C)C(C=C)=O)N1CCN(CC1)S(=O)(=O)C1=CC=CC=C1